C(C1=CC=CC=C1)OC1=C(C(=C(C(=O)N(C)OC)C=C1F)I)F 4-(benzyloxy)-3,5-difluoro-2-iodo-N-methoxy-N-methyl-benzamide